2-Phenyl-2,8-diazaspiro[4.5]decane-8-carboxylic acid tert-butyl ester C(C)(C)(C)OC(=O)N1CCC2(CCN(C2)C2=CC=CC=C2)CC1